C(C(=C)C)(=O)OCCCC[Si](OCC)(OCC)OCC 4-(methacryloyloxy)butyltriethoxysilane